1-(4-(3-oxo-[1,3'-biazetidin]-1'-yl)phenyl)-3-((2-(trimethylsilyl)ethoxy)methyl)dihydropyrimidine-2,4(1H,3H)-dione O=C1CN(C1)C1CN(C1)C1=CC=C(C=C1)N1C(N(C(CC1)=O)COCC[Si](C)(C)C)=O